P(=O)(OCCC([N+](C)(C)C)CCCCCCOC(C=C)=O)([O-])[O-] acryloyloxyhexyl-3-(trimethylammonio)propyl phosphate